C(C)OC(C(C1CC1)Br)=O 2-bromo-2-cyclopropyl-acetic acid ethyl ester